C(N)(=N)C=1C=C(SC1)[C@@H](C)NC(=O)[C@H]1N(C[C@@H](C1)OC)C(CNC(CCCOC1=CC=CC=C1)=O)=O (2S,4R)-N-((R)-1-(4-carbamimidoylthiophen-2-yl)ethyl)-4-methoxy-1-((4-phenoxybutanoyl)glycyl)pyrrolidine-2-carboxamide